C(C1=CC=CC=C1)OC1CC(C1)OC=1C=C2C(N(C(C2=CC1)=O)C1C(NC(CC1)=O)=O)=O 5-(3-Benzyloxycyclobutoxy)-2-(2,6-dioxo-3-piperidyl)isoindoline-1,3-dione